C(#N)C=CC=CC#N 1,4-dicyanobutadiene